F[Sb-](F)(F)(F)(F)F.ClC1=CC=C(C=C1)[S+](C1=CC=CC=C1)C1=CC=CC=C1 4-Chlorophenyldiphenylsulfonium hexafluoroantimonat